2-oxo-5,6-dihydropyridin O=C1NCCC=C1